NC1=NC=NN2C1=C(C=C2C=2C=CC(=C(C(=O)N[C@@H]1CN(C[C@@H]1F)C([C@@](C(F)(F)F)(C)O)=O)C2)CF)C(F)(F)F 5-[4-Amino-5-(trifluoromethyl)pyrrolo[2,1-f][1,2,4]triazin-7-yl]-N-[(3R,4S)-4-fluoro-1-[(2R)-3,3,3-trifluoro-2-hydroxy-2-methylpropanoyl]pyrrolidin-3-yl]-2-(fluoromethyl)benzamid